C(#N)C1=CC2=C(C(N(N=C2C(C)C)CC(=O)N[C@H]2CN(CCC2)C2CCC2)=O)S1 (2-cyano-4-isopropyl-7-oxo-thieno[2,3-d]pyridazin-6-yl)-N-[(3R)-1-cyclobutyl-3-piperidinyl]acetamide